C(C)(C)NNC(C=C)=O N-isopropylamino-acrylamide